(S)-3-(6-Methoxypyridin-3-yl)-3-(5-(2-(5,6,7,8-tetrahydro-1,8-naphthyridin-2-yl)ethoxy)-2H-indazol-2-yl)propanoic acid COC1=CC=C(C=N1)[C@H](CC(=O)O)N1N=C2C=CC(=CC2=C1)OCCC1=NC=2NCCCC2C=C1